CC1=C(C(=C(C(=C1C1=CC=C(C=C1)OCC1(COC1)CC)C)C)OCC1(COC1)CC)C tetramethyl-4,4'-bis[(3-ethyloxetan-3-yl)methoxy]biphenyl